6-(3-(2-(benzyloxy)ethoxy)-4-methoxyphenyl)-5-methyl-2,3-diphenyl-pyrazolo[1,5-a]pyrimidin-7(4H)-one C(C1=CC=CC=C1)OCCOC=1C=C(C=CC1OC)C1=C(NC=2N(C1=O)N=C(C2C2=CC=CC=C2)C2=CC=CC=C2)C